N-(3-(((imidazo[1,2-a]pyridin-3-ylmethyl)amino)methyl)-4-methylphenyl)-3-((4-methylpiperazin-1-yl)methyl)-5-(trifluoromethyl)benzamide N=1C=C(N2C1C=CC=C2)CNCC=2C=C(C=CC2C)NC(C2=CC(=CC(=C2)C(F)(F)F)CN2CCN(CC2)C)=O